(Z)-2-((4-Fluoro-5-(methylamino)isoquinolin-1-yl)methylene)-N,N-dimethylhydrazine-1-carbothioamide FC1=CN=C(C2=CC=CC(=C12)NC)\C=N/NC(N(C)C)=S